ClC1=C(C=CC=C1)B1OCC(CO1)(C)C 2-(2-chlorophenyl)-5,5-dimethyl-1,3,2-dioxaborinane